4-{[1-(4-cyano-2-methylbenzyl)-1H-pyrazol-4-yl]methyl}-6-hydroxy-5-oxo-4,5-dihydrothieno[3,2-b]pyridine-7-carboxylic acid C(#N)C1=CC(=C(CN2N=CC(=C2)CN2C3=C(C(=C(C2=O)O)C(=O)O)SC=C3)C=C1)C